1-methylpiperidin-4-yl ((benzyloxy)carbonyl)-L-tryptophanate C(C1=CC=CC=C1)OC(=O)N[C@@H](CC1=CNC2=CC=CC=C12)C(=O)OC1CCN(CC1)C